C(O[C@@H]1[C@](O[C@H](C1)N1C2=NC(=NC(=C2N=C1)N)F)(COC(=O)OC1=CC=C(C=C1)[N+](=O)[O-])C#C)(OC1=CC=C(C=C1)[N+](=O)[O-])=O [(2R,3S,5R)-5-(6-amino-2-fluoro-purin-9-yl)-2-ethynyl-2-[(4-nitrophenoxy)carbonyloxymethyl]tetrahydrofuran-3-yl] (4-nitrophenyl) carbonate